FS(C1=CC=C(C=C1)N[C@@H]1CC[C@H](CC1)S(=O)(=N)C1=CC=C(C=C1)C=1C=C2C(=CNC2=CC1)C#N)(F)(F)(F)F (+)-5-(4-{[trans-4-{[4-(pentafluoro-λ6-sulfanyl)phenyl]Amino}cyclohexyl]sulfonimidoyl}phenyl)-1H-indole-3-carbonitrile